3-((8-methoxy-2-(6-propylpyridin-3-yl)-2,3-dihydrobenzo[b][1,4]dioxin-6-yl)methyl)-3H-imidazo[4,5-b]pyridine COC1=CC(=CC2=C1OC(CO2)C=2C=NC(=CC2)CCC)CN2C=NC=1C2=NC=CC1